Methyl 4-methyl-1H-pyrrolo[2,3-b]pyridine-2-carboxylate CC1=C2C(=NC=C1)NC(=C2)C(=O)OC